ClC=1C=C(C=NC1)N[C@H](C)C=1C=C(C=C2C(C(=C(OC12)C1=CC=CC=C1)C)=O)C 8-[(1R)-1-[(5-chloro-3-pyridyl)amino]ethyl]-3,6-dimethyl-2-phenyl-chromen-4-one